[4-[[7-isopropyl-5-(p-tolylsulfonyl)pyrrolo[2,3-b]pyrazin-2-yl]methyl]-3,5-dimethyl-phenyl] trifluoromethanesulfonate FC(S(=O)(=O)OC1=CC(=C(C(=C1)C)CC=1N=C2C(=NC1)N(C=C2C(C)C)S(=O)(=O)C2=CC=C(C=C2)C)C)(F)F